C(C)(C)(C)OC(=O)N1C(CCC1)C1=CC(=C(C=C1)Br)F.C(C)N1N=C(C=C1)C1(CC1)C Ethyl-3-(1-methylcyclopropyl)-1H-pyrazole tert-butyl-2-(4-bromo-3-fluorophenyl)pyrrolidine-1-carboxylate